[Si](C1=CC=CC=C1)(C1=CC=CC=C1)(C(C)(C)C)OC1CC(C1)CN1C[C@@H](CCC1)NC1=C(C(=C(N=N1)C1=C(C2=C(SC=C2)C=C1)O)C)C 5-(6-(((R)-1-(((1s,3S)-3-((tert-butyldiphenylsilyl)oxy)cyclobutyl)methyl)piperidin-3-yl)amino)-4,5-dimethylpyridazin-3-yl)benzo[b]thiophen-4-ol